O=C(/C=C/C1=CC=C(C=C1)CCCCCCOC=1C=C(C=C(C1)C(=O)O)C(=O)O)C1=CC=CC=C1 5-[6-[4-[(E)-3-Oxo-3-phenylprop-1-enyl]phenyl]hexoxy]benzene-1,3-dicarboxylic acid